BrC1=C(C=C(C=C1OC)C=1C2=CC=C(N2)C(=C2C=CC(C(=C3C=CC(=C(C=4C=CC1N4)C4=CC(=C(C(=C4)OC)Br)OC)N3)C3=CC(=C(C(=C3)OC)Br)OC)=N2)C2=CC(=C(C(=C2)OC)Br)OC)OC 5,10,15,20-tetrakis(4-bromo-3,5-dimethoxyphenyl)porphyrin